ClC=1C=C2C(=NC=NC2=C(C1C1=C(C=CC=C1)F)F)N1CCN(CC1)C(=O)C1N(C1)C(C)=O 1-(2-(4-(6-chloro-8-fluoro-7-(2-fluorophenyl)quinazolin-4-yl)piperazine-1-carbonyl)aziridin-1-yl)ethan-1-one